N-(4-(((3,5-Dicyano-6-(4-(dimethylamino)piperidin-1-yl)-4-ethylpyridin-2-yl)-thio)methyl)phenyl)but-2-ynamide C(#N)C=1C(=NC(=C(C1CC)C#N)N1CCC(CC1)N(C)C)SCC1=CC=C(C=C1)NC(C#CC)=O